1-(3-(4-Methoxyphenyl)-1,2,4-oxadiazol-5-yl)-N-((1-(((R)-1-methylpiperidin-2-yl)methyl)pyrrolidin-3-yl)methyl)piperidine-4-carboxamide COC1=CC=C(C=C1)C1=NOC(=N1)N1CCC(CC1)C(=O)NCC1CN(CC1)C[C@@H]1N(CCCC1)C